C1(CC1)C(=O)NC1=CC(=C(N=N1)C(=O)NC([2H])([2H])[2H])NC1=C2N([C@H](C=3N(C2=CC(=C1)F)N=C(N3)C)C)C (S)-6-(cyclopropanecarboxamido)-4-((8-fluoro-2,4,5-trimethyl-4,5-dihydro-[1,2,4]triazolo[1,5-a]quinoxalin-6-yl)amino)-N-(methyl-d3)pyridazine-3-carboxamide